tert-butyl (2S)-2-[({4-[({3-[(3-chloro-2-methoxyphenyl)carbamothioyl]-2-oxo-5,6-dihydro-1H-pyridin-4-yl}amino)methyl]pyridin-3-yl}oxy)methyl]morpholine-4-carboxylate ClC=1C(=C(C=CC1)NC(=S)C=1C(NCCC1NCC1=C(C=NC=C1)OC[C@@H]1CN(CCO1)C(=O)OC(C)(C)C)=O)OC